1-(5-chloro-4-((8-methoxy-1-methyl-3-(2-(methylamino)-2-oxoethoxy)-2-oxo-1,2-dihydroquinolin-6-yl)amino)pyrimidin-2-yl)-N,N-dimethylpiperidine-4-carboxamide ClC=1C(=NC(=NC1)N1CCC(CC1)C(=O)N(C)C)NC=1C=C2C=C(C(N(C2=C(C1)OC)C)=O)OCC(=O)NC